COC1=C(N=C2C(=N1)NC(=N2)C(F)(F)F)NC2=CC(=CC=C2)F 6-METHOXY-N-(3-FLUOROPHENYL)-2-(TRIFLUOROMETHYL)-1H-IMIDAZO[4,5-B]PYRAZIN-5-AMINE